1-(4-fluoro-2-methylphenyl)-3-(2-methyl-6-oxo-1,6-dihydropyridin-3-yl)-7-(oxetan-3-yl)-2,3-dihydroquinazolin-4(1H)-one FC1=CC(=C(C=C1)N1CN(C(C2=CC=C(C=C12)C1COC1)=O)C1=C(NC(C=C1)=O)C)C